C1(CC1)SC1=C2C=CN(C2=C(C(=C1OC=1C=CC(=C(C#N)C1)F)F)F)S(=O)(=O)C1=CC=C(C=C1)C 5-[4-cyclopropylsulfanyl-6,7-difluoro-1-(p-tolylsulfonyl)indol-5-yl]oxy-2-fluoro-benzonitrile